3-((5-Bromo-3-chloro-2-hydroxyphenyl)sulfonamido)-5-(1-cyanocyclobutyl)benzoic acid BrC=1C=C(C(=C(C1)S(=O)(=O)NC=1C=C(C(=O)O)C=C(C1)C1(CCC1)C#N)O)Cl